C[O-].C[O-].C(CCC)[Sn+2]CCCC Dibutyltin dimethoxide